N=C(CC1=C(C=CC=C1)OC)N1CC2C(CCCC2C1)(C1=CC=CC=C1)C1=CC=CC=C1 Octahydro-2-[1-imino-2-(2-methoxyphenyl)ethyl]-7,7-diphenyl-4H-isoindol